(4-(3-hydroxyoxetan-3-yl)phenyl)(4-((6-(4-(trifluoromethyl)phenyl)pyridazin-3-yl)amino)piperidin-1-yl)methanone OC1(COC1)C1=CC=C(C=C1)C(=O)N1CCC(CC1)NC=1N=NC(=CC1)C1=CC=C(C=C1)C(F)(F)F